ClC1=CC(=NC(=N1)N)N 6-chloropyrimidine-2,4-diamine